CC1=C(C=CC=2SC3=CC=CC=C3C(C12)=O)OCC1CO1 1-methyl-2-(glycidoxy)thioxanthone